FC1=CC=C(C=C1)N1C(N2N(CC=C3C2C=2C=CC(=CC2OC3(C)C)NC3COC3)C1=O)=O 2-(4-fluorophenyl)-7,7-dimethyl-10-(oxetan-3-ylamino)-5,12b-dihydro-1H,7H-chromeno[4,3-c][1,2,4]triazolo[1,2-a]pyridazine-1,3(2H)-dione